hafnium (IV) carboxyethyl acrylate C(C=C)(=O)OCCC(=O)O.[Hf+4]